C(C)(C)C1=CC=C(C=C1)CC=O (4-ISOPROPYLPHENYL)ACETALDEHYDE